5-(4-((1-(4-(1,5-Dimethyl-6-oxo-1,6-dihydropyridin-3-yl)-2,6-dimethoxybenzyl)piperidin-4-yl)oxy)piperidine-1-carbonyl)-2-methoxyphenyldihydropyrimidine-2,4(1H,3H)-dione CN1C=C(C=C(C1=O)C)C1=CC(=C(CN2CCC(CC2)OC2CCN(CC2)C(=O)C=2C=CC(=C(C2)N2C(NC(CC2)=O)=O)OC)C(=C1)OC)OC